N-hydroxy-2-(4-methoxyphenyl)-2-(2-(naphthalen-2-yl)-1H-indol-3-yl)-acetamide ONC(C(C1=C(NC2=CC=CC=C12)C1=CC2=CC=CC=C2C=C1)C1=CC=C(C=C1)OC)=O